6-((5-amino-2-chloropyridin-3-yl)thio)-3-(4-(aminomethyl)-4-methylpiperidin-1-yl)pyrazin-2(1H)-one NC=1C=C(C(=NC1)Cl)SC1=CN=C(C(N1)=O)N1CCC(CC1)(C)CN